C(#C)C=1C=C(C=CC1)NC1=C2N=CN(C2=NC=N1)[C@H]1[C@H]([C@@H]([C@H](O1)CO)O)F (2R,3R,4S,5R)-5-(6-((3-ethynylphenyl)amino)-9H-purin-9-yl)-4-fluoro-2-(hydroxymethyl)tetrahydrofuran-3-ol